OCC1CC12CCN(CC2)C(=O)OC(C)(C)C tert-butyl 1-(hydroxymethyl)-6-azaspiro[2.5]octane-6-carboxylate